1-(tert-butyl) 2-methyl (2R,4S,5R)-2-(2-(chloromethyl) allyl)-4-fluoro-5-methylpyrrolidine-1,2-dicarboxylate ClCC(C[C@]1(N([C@@H]([C@H](C1)F)C)C(=O)OC(C)(C)C)C(=O)OC)=C